ClC1=NC=C(C(=O)N)C(=C1)NC1=CC(=CC=C1)OC 6-chloro-4-(3-methoxyphenylamino)nicotinamide